C1(=CC=CC=C1)C=1C=C2CCN(C2=CC1)C(=O)[C@H]1N(CCC1)C#N (S)-2-(5-phenylindoline-1-carbonyl)pyrrolidine-1-carbonitrile